(4-((2-bromo-3-(1-(3-((R)-3-hydroxypyrrolidin-1-yl)propyl)-1H-indazol-4-yl)benzyl)oxy)-5-chloro-2-((2-cyanopyridin-4-yl)methoxy)benzyl)-L-serine BrC1=C(COC2=CC(=C(CN[C@@H](CO)C(=O)O)C=C2Cl)OCC2=CC(=NC=C2)C#N)C=CC=C1C1=C2C=NN(C2=CC=C1)CCCN1C[C@@H](CC1)O